N-[[5-[5-(difluoromethyl)-1,3,4-oxadiazol-2-yl]-2-pyridinyl]methyl]-N-phenyl-5-(thietan-3-yl)-2,5-diazabicyclo[2.2.1]heptane-2-carboxamide FC(C1=NN=C(O1)C=1C=CC(=NC1)CN(C(=O)N1C2CN(C(C1)C2)C2CSC2)C2=CC=CC=C2)F